CN1C(N(CC1)C1=CC=CC=C1)=O 1-methyl-3-phenyl-2-imidazolidinone